FC=1C=C(C=CC1CN1C(=NC=C1)C(C)(C)C)C=1C(=CC=C(C1)CC(C)C)S(=O)(=O)NC(NCC1=NC=CC=C1)=O 3-(3'-fluoro-5-isobutyl-4'-{[2-(tert-butyl)-1H-imidazol-1-yl]methyl}-2-biphenylsulfonyl)-1-[(2-pyridinyl)methyl]urea